phenyl (2-(trifluoromethyl)pyridin-4-yl)carbamate FC(C1=NC=CC(=C1)NC(OC1=CC=CC=C1)=O)(F)F